phthalimide hydride [H-].C1(C=2C(C(N1)=O)=CC=CC2)=O